tert-Butyl 2-[1-(2,5-difluoro-4-nitro-phenyl)-4-hydroxy-4-piperidyl]acetate FC1=C(C=C(C(=C1)[N+](=O)[O-])F)N1CCC(CC1)(O)CC(=O)OC(C)(C)C